3-(4-fluorophenyl)benzoic acid FC1=CC=C(C=C1)C=1C=C(C(=O)O)C=CC1